(E)-3-(dimethylamino)-1-(3-hydroxy-3-methylcyclobutyl)prop-2-en-1-one CN(/C=C/C(=O)C1CC(C1)(C)O)C